5-(3-phenoxypropanoyl)amino-3-(1-neopentylpiperidin-4-yl)-1H-indole O(C1=CC=CC=C1)CCC(=O)NC=1C=C2C(=CNC2=CC1)C1CCN(CC1)CC(C)(C)C